spiro[3.5]nonan-6-one C1CCC12CC(CCC2)=O